C1(=CC=CC=C1)N(C1=CC(=C(C(=C1)C)[Mg]Br)C)C1=CC=CC=C1 (4-(diphenylamino)-2,6-dimethylphenyl)magnesium bromide